2-(2,3-dihydro-benzo[1,4]dioxin-2-ylmethoxy)-9,10-dimethoxy-6,7-dihydro-pyrido[2,1-a]isoquinolin-4-one O1C(COC2=C1C=CC=C2)COC=2C=C1N(CCC3=CC(=C(C=C13)OC)OC)C(C2)=O